BrC1=CC2=C(N=C(N2)C=2C=NC(=CC2)OCC(C(F)(F)F)(F)F)C=C1Br 5,6-dibromo-2-(6-(2,2,3,3,3-pentafluoropropoxy)pyridin-3-yl)benzimidazole